FC1=C(C(=C(C=C1N1N=C(C=2C1=CN=C(C2)N2C1(CCC1)COCC2)C)C(F)(F)F)F)O 2,6-Difluoro-3-(3-methyl-5-(8-oxa-5-azaspiro[3.5]nonan-5-yl)-1H-pyrazolo[3,4-c]pyridin-1-yl)-5-(trifluoromethyl)phenol